4-hydroxy-3,5-diethoxybenzaldehyde OC1=C(C=C(C=O)C=C1OCC)OCC